2-methyl-6-chloro-9-acryloyloxy-10-methoxy-1,4-dihydroanthracene CC=1CC2=C(C3=CC=C(C=C3C(=C2CC1)OC)Cl)OC(C=C)=O